C(C)(=O)C1=CN(C2=CC=C(C=C12)NC=1C=NC=CC1)CC(=O)O 2-(3-acetyl-5-(pyridin-3-ylamino)-1H-indol-1-yl)acetic acid